(S)-ethyl 3-(4-iodophenyl)butanoate IC1=CC=C(C=C1)[C@H](CC(=O)OCC)C